FC=1C=CC(=C(C1)NS(=O)(=O)C(C)C)O N-(5-fluoro-2-hydroxyphenyl)propane-2-sulfonamide